dibutyl(imino)-λ6-sulfanone C(CCC)S(=O)(=N)CCCC